6-(5-(1-((1R,2R,3R,5S)-2-fluoro-1,5-dimethyl-8-azabicyclo[3.2.1]octan-3-yl)vinyl)pyrazin-2-yl)isoquinolin-7-ol F[C@H]1[C@]2(CC[C@@](C[C@@H]1C(=C)C=1N=CC(=NC1)C=1C=C3C=CN=CC3=CC1O)(N2)C)C